C1(CCCCC1)NC=1C2=C(N=C(N1)NC1=C(C=C(C=C1)P1(CCN(CC1)C1CC1)=O)OC)NC=C2C#N 4-(cyclohexylamino)-2-((4-(1-cyclopropyl-4-oxido-1,4-azaphosphinan-4-yl)-2-methoxyphenyl)amino)-7H-pyrrolo[2,3-d]pyrimidine-5-carbonitrile